2-NORBORNEN-2-YLBORONIC ACID C12C(=CC(CC1)C2)B(O)O